C(CCCCC)C(C(=O)OCCCCC1OC1)CCCCCCCC 4-(oxiran-2-yl)butyl 2-hexyldecanoate